C(C)OC1=C(C=NC(=C1)OCC1=CC=C(C=C1)OC)C1=CC(=C(C=C1)CC(=O)NC=1C=C(C(=O)NCCOC)C=C(C1)C(F)(F)F)F 3-[[2-[4-[4-ethoxy-6-[(4-methoxyphenyl)methoxy]-3-pyridinyl]-2-fluorophenyl]acetyl]amino]-N-(2-methoxyethyl)-5-(trifluoromethyl)benzamide